methyl (6S)-6-[tert-butyl(dimethyl)silyl]oxyoct-7-ynoate [Si](C)(C)(C(C)(C)C)O[C@@H](CCCCC(=O)OC)C#C